[4-(2-fluoropyridin-4-yl)piperazine-1-carbonyl]-6-methyl-N-(1-methylcyclopropyl)furo[2,3-d]pyrimidin-4-amine FC1=NC=CC(=C1)N1CCN(CC1)C(=O)C=1N=C(C2=C(N1)OC(=C2)C)NC2(CC2)C